C(CCCCCCCCCCC)OC=1C=C(C(=C(C1)O)C1C(CCC(=C1)C)C(=C)C)O (-)-4-(dodecyloxy)-5'-methyl-2'-(prop-1-en-2-yl)-1',2',3',4'-tetrahydro-[1,1'-biphenyl]-2,6-diol